tetramethyl-bisphenol A cyanate [O-]C#N.CC1=C(C(=C(C(=C1O)C)C)C(C)(C)C1=CC=C(C=C1)O)C